NC1=CC=C(C=C1)C1=C(C(=C2N1CCN2)C(=O)N)C2=CC=C(C=C2)OC2=NC(=CC=C2)C 5-(4-aminophenyl)-6-(4-((6-methylpyridin-2-yl)oxy)phenyl)-2,3-dihydro-1H-pyrrolo[1,2-a]imidazole-7-carboxamide